C1(C=CC(N1CCCC(=O)OC1C(=O)NC(C1)=O)=O)=O γ-maleimidobutyryl-oxysuccinimide